C(C1=CC=2OCOC2C=C1)N1C(N([C@H]2[C@H](O)[C@H](O)[C@@H](C(O)=O)O2)C=CC1=N)=O 3-piperonyl-Cytidinone